9-((5-((R)-3-amino-3-((R)-1-methoxyethyl)piperidin-1-yl)-2-(3-fluoro-4-methoxyphenyl)pyridin-4-yl)methyl)-9H-purin-6-amine N[C@]1(CN(CCC1)C=1C(=CC(=NC1)C1=CC(=C(C=C1)OC)F)CN1C2=NC=NC(=C2N=C1)N)[C@@H](C)OC